tricyclododecenyl-methyl-ammonium chloride [Cl-].C1(=CCCCCCCCCCC1)[N+](C)(C1=CCCCCCCCCCC1)C1=CCCCCCCCCCC1